C(=C)[Si](OCCCC)(OCCCC)OCCCC vinyltri-butoxysilane